CC=1SC(=CN1)C=1C=C2C(=NC1)C(=CN2C)C(=O)N 6-(2-methylthiazol-5-yl)-1-methyl-1H-pyrrolo[3,2-b]pyridine-3-carboxamide